BrC=1C=C(C2=C(C=CB(O2)O)C1)C 6-bromo-2-hydroxy-8-methyl-1,2-benzoxaborinine